3-(2-aminoethyl)-7-fluoro-1H-indol-4-ol NCCC1=CNC=2C(=CC=C(C12)O)F